1-isopropyl-6-(trifluoromethyl)indazole-3-carboxylic acid C(C)(C)N1N=C(C2=CC=C(C=C12)C(F)(F)F)C(=O)O